(±)-8-(2-hydroxy-2-methylcyclopentyl)-6-difluoromethyl-2-((1-(methylsulfonyl)piperidin-4-yl)amino)pyrido[2,3-d]pyrimidin-7(8H)-one OC1(C(CCC1)N1C(C(=CC2=C1N=C(N=C2)NC2CCN(CC2)S(=O)(=O)C)C(F)F)=O)C